C1(=CC=CC=C1)[I+]C1=C(C=CC=C1)C1=CC=C(C=C1)C(C)C phenyl-(4-isopropylphenyl-phenyl)iodonium